OC(=O)C1C2C=CC(C1C(=O)OCCO)C2 2-hydroxycarbonyl-3-hydroxyethoxycarbonyl-bicyclo[2.2.1]Hept-5-ene